FC1=C(C(=CC=C1)C)N1N=C2C(=CC1=O)NN=C2C2=CC=C1CCN(C(C1=C2)CO)C 5-(2-fluoro-6-methylphenyl)-3-(1-(hydroxymethyl)-2-methyl-1,2,3,4-tetrahydroisoquinolin-7-yl)-1H-pyrazolo[4,3-c]pyridazin-6(5H)-one